4-chloro-2-propoxybenzaldehyde ClC1=CC(=C(C=O)C=C1)OCCC